(S)-N-(4-cyclobutyl-3-(2-fluorophenyl)-1-methyl-1H-pyrazol-5-yl)-2-(2,2,3,3-tetrafluorocyclobutyl)acetamide C1(CCC1)C=1C(=NN(C1NC(C[C@@H]1C(C(C1)(F)F)(F)F)=O)C)C1=C(C=CC=C1)F